1-(2-(1-benzyl-5-(difluoromethyl)-1H-pyrazol-4-yl)-2-oxoethyl)-5-vinylpyridin-2(1H)-one C(C1=CC=CC=C1)N1N=CC(=C1C(F)F)C(CN1C(C=CC(=C1)C=C)=O)=O